ClC=1C=NC(=NC1)N1CCC(CC1)CCCOC1=CC(=C(C=C1)CC(=O)N1C[C@H]2[C@@H](C1)CN(C2)C(CCCCS(=O)(=O)O)=O)F 5-((3aR,6aS)-5-(2-(4-(3-(1-(5-chloropyrimidin-2-yl)piperidin-4-yl)propoxy)-2-fluorophenyl)acetyl)hexahydropyrrolo[3,4-c]pyrrol-2(1H)-yl)-5-oxopentane-1-sulfonic acid